COC=1C=C(C=CC1)C=1C=C2CCNCC2=CC1 6-(3-methoxyphenyl)-1,2,3,4-tetrahydroisoquinoline